tert-butyl (4-(5-(4,4-difluoropiperidine-1-carbonyl)pyridin-2-yl)-6-(trifluoromethyl)benzofuran-2-yl)methylcarbamate FC1(CCN(CC1)C(=O)C=1C=CC(=NC1)C1=CC(=CC2=C1C=C(O2)CNC(OC(C)(C)C)=O)C(F)(F)F)F